ClC=1C(=C(C=CC1)O)C1=C(C2=C(CN3[C@@H](CO2)CNCC3)C(=N1)C#C)Cl 3-Chloro-2-[(6aR)-4-chloro-1-ethynyl-6,6a,7,8,9,10-hexahydro-12H-pyrazino[2,1-c]pyrido[3,4-f][1,4]oxazepin-3-yl]phenol